2-[6-(5-chloro-2-{[(3S)-oxan-3-yl]amino}pyrimidin-4-yl)-1-oxo-2,3-dihydro-1H-isoindol-2-yl]-N-[(1S)-2-hydroxy-1-(3-methoxyphenyl)-ethyl]acetamide ClC=1C(=NC(=NC1)N[C@@H]1COCCC1)C1=CC=C2CN(C(C2=C1)=O)CC(=O)N[C@H](CO)C1=CC(=CC=C1)OC